6-(piperazine-1-yl)quinoline-3-carboxylic acid ethyl ester C(C)OC(=O)C=1C=NC2=CC=C(C=C2C1)N1CCNCC1